NC1C[C@H]2CC[C@@H](C1)N2C2=NC(=C1C(=N2)NN=C1C1=C(C2=C(N(N=C2C=C1)C)Cl)Cl)C#N 6-((1R,3s,5S)-3-amino-8-azabicyclo[3.2.1]oct-8-yl)-3-(3,4-dichloro-2-Methyl-2H-indazol-5-yl)-1H-pyrazolo[3,4-d]pyrimidine-4-carbonitrile